(R)-3-(4-((2-(1H-indol-3-yl)ethyl)amino)-7-(hydroxymethyl)-7,8-dihydro-6H-pyrimido[5,4-b][1,4]oxazin-2-yl)pyridin-2(1H)-one N1C=C(C2=CC=CC=C12)CCNC1=NC(=NC2=C1OC[C@H](N2)CO)C=2C(NC=CC2)=O